CN(S(=O)(=O)C1=C(C=CC=C1)[N+](=O)[O-])[C@@H]1CCOC2=CC(=CC=C12)C(F)(F)F (R)-N-methyl-2-nitro-N-(7-(trifluoromethyl)chroman-4-yl)benzenesulfonamide